ClC=1C(=CC(=NC1)NC(=O)[C@H]1[C@H]2C[C@@H]([C@@H]([C@@H]1C1=CC(=CC=C1)C(F)(F)F)O2)O)C(F)(F)F |r| rac-(1R,2R,3S,4R-5S)-N-(5-chloro-4-(trifluoromethyl)pyridin-2-yl)-5-hydroxy-3-(3-(trifluoromethyl)phenyl)-7-oxabicyclo[2.2.1]heptane-2-carboxamide